C(C)O[Al](OC(C)C)OC(C)C monoethoxydi(sec-propoxy)aluminum